C(C)(C)(C)OC(=O)N1CCC(=CC1)C1=C(C=C(C=C1)NC(C1=CC=C(C=C1)C(NC1=CC=C(C=C1)CNC(=O)OC(C)(C)C)=O)=O)C 4-(4-{4-[4-(tert-butoxycarbonylamino-methyl)-phenylcarbamoyl]-benzoylamino}-2-methyl-phenyl)-3,6-dihydro-2H-pyridine-1-carboxylic acid tert-butyl ester